C1(CCCC1)C(=O)N1CCN(CC1)C(=O)N1C(NC2=CC=CC(=C2C1=O)C)=O 3-(4-(Cyclopentylcarbonyl)piperazine-1-carbonyl)-5-methylquinazoline-2,4(1H,3H)-dione